COC1=NC=CC(=C1)C=O 2-methoxypyridine-4-carbaldehyde